2-(4-(Bis(4-methoxybenzyl)amino)-6-bromo-3-fluoro-2-methylphenyl)acetaldehyde COC1=CC=C(CN(C2=C(C(=C(C(=C2)Br)CC=O)C)F)CC2=CC=C(C=C2)OC)C=C1